C1(=CC=C(C=C1)C=O)C1=CC=CC=C1 [1,1'-biphenyl]-4-carbaldehyde